8-(2-Amino-6-((R)-2,2,2-trifluoro-1-(3'-fluoro-[1,1'-biphenyl]-4-yl)ethoxy)pyrimidin-4-yl)-2-azaspiro[4.5]dec-7-en NC1=NC(=CC(=N1)C1=CCC2(CCNC2)CC1)O[C@@H](C(F)(F)F)C1=CC=C(C=C1)C1=CC(=CC=C1)F